Benzyl (((1S,6R,7S)-3-(3-(2,3-dichlorophenyl)-1-(tetrahydro-2H-pyran-2-yl)-1H-pyrazolo[3,4-b]pyrazin-6-yl)-7-(4-methylthiazol-2-yl)-3-azabicyclo[4.1.0]heptan-7-yl)methyl)carbamate ClC1=C(C=CC=C1Cl)C1=NN(C2=NC(=CN=C21)N2C[C@@H]1[C@]([C@@H]1CC2)(C=2SC=C(N2)C)CNC(OCC2=CC=CC=C2)=O)C2OCCCC2